2-(1,2-diphenyl-ethyl)malononitrile C1(=CC=CC=C1)C(CC1=CC=CC=C1)C(C#N)C#N